[Br].C(=C)N1CN(C=C1)C 1-vinyl-3-methylimidazole bromine salt